4-(thiazol-5-yl)phenol S1C=NC=C1C1=CC=C(C=C1)O